CC=1N(C=CN1)CCN1C=NC2=C1C=C(C=C2)C(=O)O 1-(2-(2-methyl-1H-imidazol-1-yl)ethyl)-1H-benzo[d]imidazole-6-carboxylic acid